FC1=C(CC2=C3N(C=C(N2)C2=CC=CC=C2)C(C(=N3)CC=3OC(=CC3)C)=O)C=CC=C1 8-(2-Fluorobenzyl)-2-((5-methylfuran-2-yl)methyl)-6-phenylimidazo[1,2-a]pyrazin-3(7H)-on